O=C([C@H](O)[C@@H](O)[C@H](O)[C@H](O)C(=O)[O-])[O-].[Ca+2] Calcium D-Glucarate